FC1=CC=CC=2C(=N[C@@H](C(NC21)=O)NC(=O)C=2C(=NN1C2O[C@@H](CC1)C)C=1C=NN(C1)CC(F)(F)F)C1=CC=CC=C1 (5R)-N-[(3S)-9-fluoro-2-oxo-5-phenyl-1,3-dihydro-1,4-benzodiazepin-3-yl]-5-methyl-2-[1-(2,2,2-trifluoroethyl)pyrazol-4-yl]-6,7-dihydro-5H-pyrazolo[5,1-b][1,3]oxazine-3-carboxamide